C(#N)CC(=O)[Si](OC)(OC)OC cyanoacetyl-trimethoxysilane